NC=1C=C(C(=O)NC=2C=C(C=CC2O[Si](OCC)(OCC)OCC)C(C(F)(F)F)(C(F)(F)F)C2=CC(=C(C=C2)O[Si](OCC)(OCC)OCC)NC(C2=CC(=CC=C2)N)=O)C=CC1 2,2-bis(3-(3-aminobenzoylamino)-4-(triethoxysiloxy)phenyl)hexafluoropropane